3-((2-cyanoethyl)amino)oxetane-3-carboxylic acid C(#N)CCNC1(COC1)C(=O)O